C(C1=CC=CC=C1)S(=O)(=O)NC(=O)N TolueneSulfonylurea